BrC=1C=CC(=C(C1)O)C=1C=2N(C(=NN1)N[C@H]1CN(CCC1)C)N=C(C2)C 5-bromo-2-(2-methyl-7-{[(3R)-1-methylpiperidin-3-yl]amino}pyrazolo[1,5-d][1,2,4]triazin-4-yl)phenol